1-((1R,6S)-2,2,6-Trimethylcyclohexyl)hexan-3-yl-4-methoxybenzoat CC1([C@@H]([C@H](CCC1)C)CCC(CCC)OC(C1=CC=C(C=C1)OC)=O)C